CC([C@@H](C(=O)N1[C@@H]([C@H]2C([C@H]2C1)(C)C)C(=O)O)NS(=O)(=O)C)(C)C (1R,2S,5S)-3-((S)-3,3-dimethyl-2-(methylsulfonamido)butanoyl)-6,6-dimethyl-3-azabicyclo[3.1.0]hexane-2-carboxylic acid